nickel-cobalt magnesium [Mg].[Co].[Ni]